CC1=CC=CC(=N1)CC(=O)O 2-(6-methylpyridin-2-yl)acetic acid